3,5-difluoro-N-(2-methoxy-5-(4-(piperazin-1-yl)pyrido[3,2-d]pyrimidin-6-yl)pyridin-3-yl)pyridine-4-sulfonamide trifluoroacetate trifluoroacetate FC(C(=O)O)(F)F.FC(C(=O)O)(F)F.FC=1C=NC=C(C1S(=O)(=O)NC=1C(=NC=C(C1)C=1C=CC=2N=CN=C(C2N1)N1CCNCC1)OC)F